C(C(=C)C)(=O)OOCC.C(C(=C)C)(=O)OOCC Bis-α-ethoxy dimethacrylate